2-(1-(6-methoxy-5-(trifluoromethyl)pyridin-3-yl)ethoxy)isoindoline COC1=C(C=C(C=N1)C(C)ON1CC2=CC=CC=C2C1)C(F)(F)F